C1(=CC=CC=C1)C(=NC1=CC2=C(N(C(=N2)CC2=CC=C(C=C2)C(F)(F)F)C(C)C)C=C1)C1=CC=CC=C1 N-(diphenylmethylene)-1-isopropyl-2-(4-(trifluoromethyl)benzyl)-1H-benzo[d]imidazol-5-amine